9-(1H-imidazol-1-yl)-8-nitro-[1,2,4]triazolo[1,5-c]quinazoline-2,5(3H,6H)-dione N1(C=NC=C1)C1=CC=2C=3N(C(NC2C=C1[N+](=O)[O-])=O)NC(N3)=O